[C@H]12CN(C[C@H](CC1)N2)C2=NC(=NC1=C(C(=C(C=C21)Cl)C2=CC(=CC1=CC=CC=C21)O)F)OCCCN(CC)CC 4-((S or R)-4-((1R,5S)-3,8-diazabicyclo[3.2.1]octan-3-yl)-6-chloro-2-(3-(diethyl-amino)propoxy)-8-fluoro-quinazolin-7-yl)naphthalen-2-ol